OC1=C(C=C2CCC(C2=C1)=O)C1=CC2=C(N=N1)N(N=N2)C2CC(NC(C2)(C)C)(C)C 6-hydroxy-5-[3-(2,2,6,6-tetramethylpiperidin-4-yl)-3H-[1,2,3]triazolo[4,5-c]pyridazin-6-yl]-2,3-dihydro-1H-inden-1-one